COC1=C(C(=O)P(CCCC2=CC=CC=C2)(C(C2=C(C=CC=C2OC)OC)=O)=O)C(=CC=C1)OC bis(2,6-dimethoxybenzoyl)phenylpropylphosphine oxide